lithium-gallium phosphorus-sulfide [P]=S.[Ga].[Li]